N-[5-[(3-fluorophenyl)methyl]-2-pyridyl]-2-methyl-propionamide FC=1C=C(C=CC1)CC=1C=CC(=NC1)NC(C(C)C)=O